methyl 4-methyl-2-(methylamino)cyclopentene-1-carboxylate CC1CC(=C(C1)C(=O)OC)NC